rac-(4aR,8aS)-6-(3-((2-Fluoro-4-(trifluoromethyl)benzyl)oxy)azetidine-1-carbonyl)hexahydro-2H-pyrido[4,3-b][1,4]oxazin-3(4H)-one FC1=C(COC2CN(C2)C(=O)N2C[C@@H]3[C@@H](OCC(N3)=O)CC2)C=CC(=C1)C(F)(F)F |r|